C(#N)C=1C2=C(SC1NC(CSC1(CCC1)C(=O)OCC)=O)CCCC2 Ethyl 1-((2-((3-cyano-4,5,6,7-tetrahydrobenzo[b]thiophen-2-yl)amino)-2-oxoethyl)thio)cyclobutanecarboxylate